4'-(9'H-[9,3':6',9''-tercarbazol]-9'-yl)-5-(2,6-diphenylpyridin-4-yl)-[1,1'-biphenyl]-2-carbonitrile C1=CC=CC=2C3=CC=CC=C3N(C12)C=1C=CC=2N(C3=CC=C(C=C3C2C1)N1C2=CC=CC=C2C=2C=CC=CC12)C1=CC=C(C=C1)C=1C(=CC=C(C1)C1=CC(=NC(=C1)C1=CC=CC=C1)C1=CC=CC=C1)C#N